CN1CCC(CC1)CC(=O)N1C[C@H](C[C@H](C1)C1=C2C=CC=NC2=C(C=C1)C(F)(F)F)C cis-2-(1-methyl-piperidin-4-yl)-1-[3-methyl-5-(8-trifluoromethyl-quinolin-5-yl)-piperidin-1-yl]-ethanone